N1=C(C=NC=C1)C(=O)N1CCC(CC1)C1=C(C=CC=C1)C(F)(F)F pyrazin-2-yl-(4-(2-(trifluoromethyl)phenyl)piperidin-1-yl)methanone